NC1=CC(=C(C(=O)OC)C=C1C=1N(N=C(C1N)Cl)COCC[Si](C)(C)C)F methyl 4-amino-5-[4-amino-5-chloro-2-(2-trimethylsilylethoxymethyl)pyrazol-3-yl]-2-fluoro-benzoate